N-(6-(trifluoromethyl)pyridin-2-yl)pyridine FC(C1=CC=CC(=N1)N1CC=CC=C1)(F)F